ClC=1C=C(C(=O)NC2=C3C(N(C=NC3=CC=C2)C(C)C2=C(C=CC=C2)OC(F)(F)F)=O)C=C(C1O)Cl 3,5-dichloro-4-hydroxy-N-(4-oxo-3-(1-(2-(trifluoromethoxy)phenyl)ethyl)-3,4-dihydroquinazolin-5-yl)benzamide